2-[[2-(2,6-dioxo-3-piperidyl)-1,3-dioxo-isoindolin-4-yl]amino]ethyl methanesulfonate CS(=O)(=O)OCCNC1=C2C(N(C(C2=CC=C1)=O)C1C(NC(CC1)=O)=O)=O